(rac)-2,3-butanediamine CC(C(C)N)N